methyl 1-(6-chloropyridazin-4-yl)-6-oxo-pyridazine-3-carboxylate ClC1=CC(=CN=N1)N1N=C(C=CC1=O)C(=O)OC